C(C=C)(=O)O.C(C=C)(=O)O.C(C1CO1)OCC1CO1 diglycidylether diacrylate